C(C)(C)(C)OC(=O)N1C[C@@H]2CN(C[C@@H]2C1)C1=CC=NC=C1 (3ar,6as)-5-(pyridin-4-yl)hexahydropyrrolo[3,4-c]pyrrole-2(1H)-carboxylic acid tert-butyl ester